CC=1N=C2N(N=C(C=C2C)C=2C=C3C=CN(C(C3=CC2OC)=O)C2CN(CC2)C(=O)OC(C)(C)C)C1 tert-butyl 3-[6-(2,8-dimethylimidazo[1,2-b]pyridazin-6-yl)-7-methoxy-1-oxo-2-isoquinolyl]pyrrolidine-1-carboxylate